4-[5-(4-bromophenyl)-1-[2-(methoxymethyl)phenyl]pyrrol-2-yl]-N-[2-(dimethylamino)ethyl]benzamide hydrochloride Cl.BrC1=CC=C(C=C1)C1=CC=C(N1C1=C(C=CC=C1)COC)C1=CC=C(C(=O)NCCN(C)C)C=C1